O1C=NC2=C1C=C(C=C2)C2=CN=CC1=C2SCCN1S(=O)(=O)C1=CC=C(C#N)C=C1 4-((8-(Benzoxazol-6-yl)-2,3-dihydro-4H-pyrido[4,3-b][1,4]thiazin-4-yl)sulfonyl)benzonitrile